2-((5-fluorobenzo[d]oxazol-2-yl)amino)-N-(2-methoxyethyl)-1-methyl-1H-benzo[d]imidazole-5-carboxamide FC=1C=CC2=C(N=C(O2)NC2=NC3=C(N2C)C=CC(=C3)C(=O)NCCOC)C1